tert-butyl 2-(4-(7-chloro-1-methyl-2,3-dioxo-2,3-dihydropyrido[2,3-b]pyrazin-4(1H)-yl)piperidin-1-yl)pyrimidine-5-carboxylate ClC1=CC2=C(N(C(C(N2C)=O)=O)C2CCN(CC2)C2=NC=C(C=N2)C(=O)OC(C)(C)C)N=C1